7-amino-3-(1-hydroxyethyl)-2H-chromen-2-one NC1=CC=C2C=C(C(OC2=C1)=O)C(C)O